N-lauryl-beta-alanine C(CCCCCCCCCCC)NCCC(=O)O